tert-butyl (S)-4-(6-((2,3-dihydro-1H-inden-1-yl)carbamoyl)-4-methylbenzo[d]thiazol-2-yl)piperazine-1-carboxylate [C@@H]1(CCC2=CC=CC=C12)NC(=O)C1=CC2=C(N=C(S2)N2CCN(CC2)C(=O)OC(C)(C)C)C(=C1)C